N(=[N+]=[N-])CCOC(C)N (2-azidoethoxy)ethan-1-amine